tert-butyl N-[(1S)-1-{[(1S)-1-{[4-(hydroxymethyl)-2-(trifluoromethyl)phenyl]carbamoyl}ethyl]carbamoyl}-2-methylpropyl]carbamate OCC1=CC(=C(C=C1)NC(=O)[C@H](C)NC(=O)[C@H](C(C)C)NC(OC(C)(C)C)=O)C(F)(F)F